NC1=NC(=CC(=C1)C[C@@H]1[C@H](N(C1=O)C(=O)N[C@H](CC)C1=CC=C(C=C1)Cl)C(=O)N(C)C=1C=NN(C1)C)C (2S,3R)-3-((2-amino-6-methylpyridin-4-yl)methyl)-N2-(1-methyl-1H-pyrazol-4-yl)-N1-((R)-1-(4-chlorophenyl)propyl)-N2-methyl-4-oxoazetidine-1,2-dicarboxamide